N-hydroxy-3-oxo-4-(4-(2-oxopyrrolidin-1-yl)benzyl)-3,4-dihydro-2H-benzo[b][1,4]oxazine-6-carboxamide ONC(=O)C1=CC2=C(OCC(N2CC2=CC=C(C=C2)N2C(CCC2)=O)=O)C=C1